sulfurous acid, cyclohexylmethyl heptyl ester S(OCC1CCCCC1)(OCCCCCCC)=O